7-methoxy-1-{[(2s,3s,4r)-4-methoxy-3-methyl-5-oxopyrrolidin-2-yl]methoxy}isoquinoline-6-carboxamide COC1=C(C=C2C=CN=C(C2=C1)OC[C@H]1NC([C@@H]([C@H]1C)OC)=O)C(=O)N